ClC=1C(=CC(=C(C1)NC1=NC(=NC=C1)NC=1C(=CC(=C(C1)NC(C=C)=O)N1C[C@@H]([C@@H](C1)F)N(C)C)OC)C(C)(C)O)F N-(5-(4-(5-chloro-4-fluoro-2-(2-hydroxypropan-2-yl)phenylamino)pyrimidin-2-ylamino)-2-((3S,4R)-3-(dimethylamino)-4-fluoropyrrolidin-1-yl)-4-methoxyphenyl)acrylamide